CC1=C(C=CC(=C1)N)NC1CC2(CN(C2)C)C1 2-methyl-N1-(2-methyl-2-azaspiro[3.3]heptane-6-yl)benzene-1,4-diamine